FC(C1=NN(C=C1C(=O)NC1=C(C=CC=C1)C1=CC(=C(C(=C1)F)F)F)C[2H])F 3-(difluoromethyl)-1-(deuteromethyl)-N-(3',4',5'-trifluoro-[1,1'-biphenyl]-2-yl)-1H-pyrazole-4-carboxamide